ClC1=CC2=C(C=C3N2C(=NN(C3=O)CC(=O)N[C@@H]3C[C@@H](CCC3)NC(OC(C)(C)C)=O)C(C)C)S1 tert-Butyl ((1R,3S)-3-(2-(2-chloro-5-isopropyl-8-oxothieno[2',3':4,5]pyrrolo[1,2-d][1,2,4]triazin-7(8H)-yl)acetamido)cyclohexyl)carbamate